(S)-1-(4-chloro-2-cyanophenyl)-3-(isoquinolin-4-yl)-2-oxoimidazoline-4-carbonitrile ClC1=CC(=C(C=C1)N1C(N([C@@H](C1)C#N)C1=CN=CC2=CC=CC=C12)=O)C#N